(2S)-2-amino-3,3-dicyclohexyl-N-[6-(3,5-dimethyl-1H-pyrazol-4-yl)-5-methyl-3-pyridinyl]propenamide hydrochloride Cl.NC(C(=O)NC=1C=NC(=C(C1)C)C=1C(=NNC1C)C)=C(C1CCCCC1)C1CCCCC1